CS(=O)(=O)OC1CC2(CN(C2)C(=O)OC(C)(C)C)C1 tert-butyl 6-(methylsulfonyloxy)-2-azaspiro[3.3]heptane-2-carboxylate